ClC1=CC(N(C2=NC(=C(C=C12)Cl)C1=C(C=CC=C1)F)CC(C)(C)C)=O 4,6-dichloro-7-(2-fluorophenyl)-1-neopentyl-1,8-naphthyridin-2(1H)-one